1-bromo-3-(3,3-dimethylbutoxy)benzene BrC1=CC(=CC=C1)OCCC(C)(C)C